ClC1=NC(=CC(=C1)NCC1=CC=C(C=C1)OC)C(F)(F)F 2-chloro-N-[(4-methoxyphenyl)methyl]-6-(trifluoromethyl)pyridin-4-amine